OC=1C=C(C=CC1)C1=C(C=CC=C1)CCC(=O)N1CCN(CC1)C1=CC=C(C(=O)NCCC)C=C1 4-[4-[3-[2-(3-Hydroxyphenyl)phenyl]propanoyl]piperazin-1-yl]-N-propylbenzamide